CC1=C(C=C(C=C1)NC(C1=CC(=CC=C1)C(F)(F)F)=O)CNC=1C=C2C(=NC1)NC(=C2)C(=O)OC methyl 5-[[2-methyl-5-[[3-(trifluoromethyl)benzoyl]amino]phenyl]methylamino]-1H-pyrrolo[2,3-b]pyridine-2-carboxylate